BrC1=C(C(=C(C=C1)NC(CC)=O)F)Cl N-(4-bromo-3-chloro-2-fluoro-phenyl)propanamide